(2-hydroxy-4-methylphenyl)boronic acid OC1=C(C=CC(=C1)C)B(O)O